(S)-4-ethyl-8-fluoro-4-hydroxy-11-((R)-1-(2,2,2-trifluoroethyl)pyrrolidin-3-yl)-1,12-dihydro-14H-pyrano[3',4':6,7]indolizino[2,1-b]quinoline-3,6,14(4H,11H)-trione C(C)[C@]1(C(OCC=2C(N3CC=4N(C5=CC=C(C=C5C(C4C3=CC21)=O)F)[C@H]2CN(CC2)CC(F)(F)F)=O)=O)O